3-(3-(4-((4-((methyl-d3)amino)piperidin-1-yl)methyl-d2)phenyl)-3H-imidazo[4,5-b]pyridin-2-yl)pyridin-2-amine C([2H])([2H])([2H])NC1CCN(CC1)C(C1=CC=C(C=C1)N1C(=NC=2C1=NC=CC2)C=2C(=NC=CC2)N)([2H])[2H]